COC[C@H]1CO1 (R)-2-(methoxymethyl)epoxyethane